C(CC)(=O)OCCC(C)(OC)C 3-methyl-3-methoxybutyl propionate